C1(=CC=CC=C1)[Se]\C=C/C1=CC=CC=C1 (Z)-styryl (phenyl) selenide